NC1=C(C=C(C(=O)O)C(=C1)N)C(=O)O 4,6-diaminoisophthalic acid